NCCC1=CC(=C(C=C1)OC)OC 1-amino-2-(3,4-dimethoxyphenyl)ethane